2-{[4-(5-methoxypyridin-3-yl)-1-oxo-2,3-dihydro-1H-isoindol-2-yl]methyl}prop-2-enenitrile COC=1C=C(C=NC1)C1=C2CN(C(C2=CC=C1)=O)CC(C#N)=C